N-{4-[2-(2-{3-[2-(2-{[2-(2,6-dioxopiperidin-3-yl)-1,3-dioxo-2,3-dihydro-1H-isoindol-4-yl]amino}ethoxy)ethoxy]phenyl}acetamido)-5-methyl-1,3-thiazol-4-yl]phenyl}cyclopropanecarboxamide O=C1NC(CCC1N1C(C2=CC=CC(=C2C1=O)NCCOCCOC=1C=C(C=CC1)CC(=O)NC=1SC(=C(N1)C1=CC=C(C=C1)NC(=O)C1CC1)C)=O)=O